2-(4-((4-(4-ethylphenyl)-5-oxo-4,5-dihydro-1H-1,2,4-triazol-1-yl)methyl)-2,6-dimethylphenoxy)-2-methylpropanoic acid C(C)C1=CC=C(C=C1)N1C=NN(C1=O)CC1=CC(=C(OC(C(=O)O)(C)C)C(=C1)C)C